(R)-(1-(3-(2,6-bis(benzyloxy)pyridin-3-yl)-1-methyl-1H-indazol-6-yl)pyrrolidin-3-yl)methanol C(C1=CC=CC=C1)OC1=NC(=CC=C1C1=NN(C2=CC(=CC=C12)N1C[C@@H](CC1)CO)C)OCC1=CC=CC=C1